NC1(C(C=CC=C1C(=O)O)C(=O)O)C(=O)O 2-aminobenzenetricarboxylic acid